1'-C-Cyano-2'-C-methyluridine C(#N)[C@@]1([C@](O)([C@H](O)[C@@H](CO)O1)C)N1C(=O)NC(=O)C=C1